C(#N)C1=CC(=CC=2N=C(OC21)C=2C(=C(C=CC2)C2=C(C(=CC=C2)NC=2C1=C(N=C(N2)C)C=C(C=N1)CN1C[C@@H](CC1)O)C)C)CN1C[C@@H](CC1)C (R)-1-((7-Cyano-2-(3'-(7-(((R)-3-hydroxypyrrolidin-1-yl)methyl)-2-methylpyrido[3,2-d]pyrimidin-4-ylamino)-2,2'-dimethylbiphenyl-3-yl)benzo[d]oxazol-5-yl)methyl)-3-methylpyrrolidin